N1=CC=CC2=CN=CC(=C12)NC=1C(=C(C=CC1)C=1C(=C(C=CC1)C1=CC(=C(C(=C1)OC)CN1CC(C1)C(=O)O)F)C)C 1-((3''-((1,6-naphthyridin-8-yl)amino)-3-fluoro-5-methoxy-2',2''-dimethyl-[1,1':3',1''-terphenyl]-4-yl)methyl)azetidine-3-carboxylic acid